tris(4-fluorophenyl)phosphine gold chloride [Au](Cl)(Cl)Cl.FC1=CC=C(C=C1)P(C1=CC=C(C=C1)F)C1=CC=C(C=C1)F